C(C)(C)(C)C1=CC=C(C=C1)C#CC(=O)C1=CC(=CC=C1)F 3-(4-(tert-butyl)phenyl)-1-(3-fluorophenyl)prop-2-yn-1-one